2-Chloro-6,6a,7,8,9,10-hexahydro-5H-pyrazino[1',2':4,5]pyrazino[2,3-c]pyridazine ClC=1C=C2C(=NN1)NCC1N2CCNC1